5-(6-(2-hydroxy-6-methyl-4-(trifluoromethyl)phenyl)-2H-pyrazolo[3,4-b]pyridin-2-yl)-6-methylpiperidin-2-one OC1=C(C(=CC(=C1)C(F)(F)F)C)C=1C=CC=2C(N1)=NN(C2)C2CCC(NC2C)=O